3-((2-(4-methoxyphenyl)quinolin-4-yl)amino)propan-1-ol COC1=CC=C(C=C1)C1=NC2=CC=CC=C2C(=C1)NCCCO